OC1CC(C1)OS(=O)(=O)C1=CC=C(C=C1)C (1r,3r)-4-methylbenzenesulfonic acid 3-hydroxycyclobutyl ester